pyrimidin-5-yl(2-(5-(trifluoromethyl)-1,2,4-oxadiazol-3-yl)-6,7-dihydrothieno[3,2-c]pyridin-5(4H)-yl)methanone N1=CN=CC(=C1)C(=O)N1CC2=C(CC1)SC(=C2)C2=NOC(=N2)C(F)(F)F